N(C(=N)N)CCC(=O)N 3-carbamimidamido-propanamide